N1C(=CC=C1)C(=O)O[C@H]1[C@@H](O[C@@H]([C@H]([C@@H]1OP(=O)(O)O)O)CO)N1C=CC2=CC=CC=C12 (2R,3R,4S,5R,6R)-5-hydroxy-6-(hydroxymethyl)-2-(1H-indol-1-yl)-4-(phosphonooxy)tetrahydro-2H-pyran-3-yl 1H-pyrrole-2-carboxylate